C[C@@H]1N[C@@H](CC(C1)N1C(C2=C(C=C(C=C2C=C1)C=1C=C(C=2N(C1)C=C(N2)C)F)F)=O)C 2-[(2S,6R)-2,6-dimethyl-4-piperidyl]-8-fluoro-6-(8-fluoro-2-methyl-imidazo[1,2-a]pyridin-6-yl)isoquinolin-1-one